C(C)(C)(C)C=1C=C(CN(C(CN(S(=O)(=O)C2=C(C(=C(C(=C2F)F)F)F)F)CC2=C(C=C(C=C2)F)Cl)=O)C2=C(C=C(C(=O)O)C=C2)O[C@H]2COCC2)C=C(C1)C1CC1 (R)-4-(N-(3-(tert-butyl)-5-cyclopropylbenzyl)-2-(N-(2-chloro-4-fluorobenzyl)-(2,3,4,5,6-pentafluorophenyl)sulfonamido)acetamido)-3-((tetrahydrofuran-3-yl)oxy)benzoic acid